O1C=C(C=C1)C=1N=C(C2=C(N1)SC(=C2)C)NCCCC2=CC=C(C=C2)C2=CC=C(C=C2)C(C)C 2-(furan-3-yl)-6-methyl-N-(3-[4'-(propan-2-yl)-[1,1'-biphenyl]-4-yl]propyl)thieno[2,3-d]pyrimidin-4-amine